FC1[C@@H]2CC[C@H](CC1=O)O2 (1S,5R)-2-fluoro-8-oxabicyclo[3.2.1]octan-3-one